BrC1=C(C=CC=C1)N1C(C=CC1=O)=O N-(2-bromophenyl)maleimide